N1C[C@H](CCC1)NC1=NC=C2C=C(N=C(C2=C1)NC(C(F)(F)F)C)C#N 7-(((S)-piperidin-3-yl)amino)-1-((1,1,1-trifluoropropan-2-yl)amino)-2,6-naphthyridine-3-carbonitrile